1-((1S,3aS,3bS,7R,10aR,10bS,12aS)-7-hydroxy-10a,12a-dimethyl-1,2,3,3a,3b,4,6,7,8,9,10,10a,10b,11,12,12a-hexadecahydrocyclohepta[a]cyclopenta[f]naphthalen-1-yl)ethan-1-one O[C@H]1CC=2[C@@]([C@H]3CC[C@]4([C@H]([C@@H]3CC2)CC[C@@H]4C(C)=O)C)(CCC1)C